N-(2-(methylsulfonyl)ethyl)-4-(8,9,10,11-tetrahydro-3H-pyrazolo[4,3-a]phenanthridin-7-yl)benzamide CS(=O)(=O)CCNC(C1=CC=C(C=C1)C1=NC2=CC=C3C(=C2C=2CCCCC12)C=NN3)=O